CN(CCN(C)C)C tetramethyl-ethylenedi-amine